C=CC(CCC=C)=O 1,6-HEPTADIEN-3-ONE